C(C)(CC)C1(NC(=NC(=C1N)Cl)SCCC)N 4-(sec-butyl)-6-chloro-2-(propylsulfanyl)pyrimidine-4,5-diamine